BrC=1C=C(C[C@]2(C[C@H](CC2)NS(=O)(=O)C)C(=O)NNC(=O)OC(C)(C)C)C=CC1F tert-butyl 2-((1R,3S)-1-(3-bromo-4-fluorobenzyl)-3-(methylsulfonamido)cyclopentane-1-carbonyl)hydrazine-1-carboxylate